P(=O)(OCN1C(OC2=C1C=C(C=C2)NC2=NC(=NC=C2C)NC2=CC(=C(C(=C2)C)C)OC)=O)([O-])[O-].[Na+].[Na+] Disodium (5-(2-(3-methoxy-4,5-dimethylphenylamino)-5-methylpyrimidin-4-ylamino)-2-oxobenzo[d]oxazol-3(2H)-yl)methyl phosphate